(2S,3S,4R,5R)-5-(2-(5-chloropyridin-3-yl)-6-((3-methylbenzyl)amino)-9H-purin-9-yl)-3,4-dihydroxyl-N-methyltetrahydrofuran-2-carboxamide ClC=1C=C(C=NC1)C1=NC(=C2N=CN(C2=N1)[C@H]1[C@@H]([C@@H]([C@H](O1)C(=O)NC)O)O)NCC1=CC(=CC=C1)C